N-(3-chloro-5-(methylsulfonamido)phenyl)-5-(5-fluoro-3-((5-fluoropyridin-3-yl)methoxy)pyridin-2-yl)-1-methyl-1H-pyrrole-3-carboxamide ClC=1C=C(C=C(C1)NS(=O)(=O)C)NC(=O)C1=CN(C(=C1)C1=NC=C(C=C1OCC=1C=NC=C(C1)F)F)C